C(#N)C=1N=C2C(=CC(N(C2=CC1)C)=O)N1[C@H](CN(CC1)C(=O)OC(C)(C)C)C tert-butyl (S)-4-(6-cyano-1-methyl-2-oxo-1,2-dihydro-1,5-naphthyridin-4-yl)-3-methylpiperazine-1-carboxylate